[Cl].[S] sulfur compound with chlorine